COC(=O)C1=C(C=C2CCC3(CCNCC3)OC2=C1)C 6-methyl-spiro[chromane-2,4'-piperidine]-7-carboxylic acid methyl ester